NC(C(=O)N[C@@H](CCCC1=CC=CC=C1)B1O[C@@]2([C@H](O1)C[C@H]1C([C@@H]2C1)(C)C)C)=CS(N(C)C)(=O)=O (S)-2-amino-3-(N,N-dimethylsulfamoyl)-N-((R)-4-phenyl-1-((3aS,4S,6S,7aR)-3a,5,5-trimethylhexahydro-4,6-methanobenzo[d][1,3,2]dioxaborol-2-yl)butyl)propenamide